5-Chloropyridin-3-yl 2,4,6-tri-O-acetyl-3-deoxy-3-[4-(3,4,5-trifluorophenyl)-1H-1,2,3-triazol-1-yl]-1-thio-α-D-galactopyranoside C(C)(=O)O[C@H]1[C@@H](SC=2C=NC=C(C2)Cl)O[C@@H]([C@@H]([C@@H]1N1N=NC(=C1)C1=CC(=C(C(=C1)F)F)F)OC(C)=O)COC(C)=O